methacrylic acid ammonia salt N.C(C(=C)C)(=O)O